6-((1-((S)-1-(4-fluorophenyl)pyrrolidin-3-yl)-3-methyl-6,7,8,9-tetrahydro-3H-pyrazolo[3,4-c]isoquinolin-5-yl)oxy)-3,4,5-trihydroxytetrahydro-2H-pyran-2-carboxylic acid FC1=CC=C(C=C1)N1C[C@H](CC1)C1=NN(C=2N=C(C=3CCCCC3C21)OC2C(C(C(C(O2)C(=O)O)O)O)O)C